ClC1=C(C=CC=C1Cl)C=1C=CC=2C3=C(C(=NC2C1F)C)C=CN3 7-(2,3-dichlorophenyl)-6-fluoro-4-methyl-1H-pyrrolo[3,2-c]quinolin